N-(cyanomethyl)-4-(2,3-dihydro-2-oxo-1H-imidazo[4,5-b]pyridin-7-yl)piperazine-1-carboxamide C(#N)CNC(=O)N1CCN(CC1)C1=C2C(=NC=C1)NC(N2)=O